C(C1=CC=CC=C1)OC(=O)NC[C@H]1N(CCC1)C(=O)OC(C)(C)C tert-butyl (S)-2-((((benzyloxy)carbonyl)amino)methyl)pyrrolidine-1-carboxylate